(S)-2-(2,6-difluoro-4-((R)-3-(trifluoromethyl)morpholino)benzoylamino)-3-(8-(4-methoxy-1,6-dimethyl-2-oxo-1,2-dihydropyridin-3-yl)quinolin-5-yl)propionic acid FC1=C(C(=O)N[C@H](C(=O)O)CC2=C3C=CC=NC3=C(C=C2)C=2C(N(C(=CC2OC)C)C)=O)C(=CC(=C1)N1[C@H](COCC1)C(F)(F)F)F